ClC1=CC=C(C=C1)C1C(C=NN1C(CC(=O)O)C=O)C1(C(N(C2=CC=CC(=C2C1)Cl)C1=CC=CC=C1)=O)Cl 5-(4-Chlorophenyl)-3-(4-(3,5-dichloro(phenyl)-2-oxo-1,2-dihydroquinolin-3-yl)-4,5-dihydro-1H-pyrazol-1-yl)-4-oxobutanoic acid